O=C1NC(CCC1N1C(C2=CC(=CC(=C2C1)C1CCN(CC1)CCCCCCCCC(=O)NC1=C2C(N(C(C2=CC=C1)=O)[C@H](CS(=O)(=O)C)C1=CC(=C(C=C1)OC)OCC)=O)F)=O)=O 9-(4-(2-(2,6-Dioxopiperidin-3-yl)-6-fluoro-1-oxoisoindolin-4-yl)piperidin-1-yl)-N-(2-((S)-1-(3-ethoxy-4-methoxyphenyl)-2-(methylsulfonyl)ethyl)-1,3-dioxoisoindolin-4-yl)nonanamide